C(CCCCCC=CCC=CCC=CCC=CCC=CCC)(=O)[O-] docosa-7,10,13,16,19-pentaenoate